5-bromo-2,2-difluoro-6-iodobenzo[d][1,3]dioxole BrC1=CC2=C(OC(O2)(F)F)C=C1I